2-(3-(1-(cyclohexyl-methyl)piperidin-3-yl)-1H-pyrrolo[2,3-c]pyridin-1-yl)-5-fluoro-N-isopropyl-N-methylbenzamide C1(CCCCC1)CN1CC(CCC1)C1=CN(C2=CN=CC=C21)C2=C(C(=O)N(C)C(C)C)C=C(C=C2)F